3-(5-(((2-(4-(1,2-bis(4-hydroxyphenyl)but-1-en-1-yl)phenoxy)ethyl)(methyl)amino)methyl)-7-bromo-1-oxoisoindolin-2-yl)piperidine-2,6-dione OC1=CC=C(C=C1)C(=C(CC)C1=CC=C(C=C1)O)C1=CC=C(OCCN(C)CC=2C=C3CN(C(C3=C(C2)Br)=O)C2C(NC(CC2)=O)=O)C=C1